ClC=1C=C2C3=C(NC2=C(C1)C1=CC(=CC=C1)OCC=1N(C=CN1)C)C(=NC=C3)C 6-Chloro-1-methyl-8-[3-(1-methyl-1H-imidazol-2-ylmethoxy)-phenyl]-9H-pyrido[3,4-b]indole